C12=CC=C(N1)C=C1C=CC(=N1)C=C1C=CC(N1)=CC=1C=CC(N1)=C2.[Sn] tin porphyrin